C(CCCCCCC)NC1=CC=CC=2C3=CC=CC=C3CC12 N-octylfluorenylamine